CC=1N(C=CN1)CCC(C(=O)N)(C1=CC=CC=C1)C1=CC=CC=C1 4-(2-methyl-1-imidazolyl)-2,2-diphenylbutanamide